OC=1C=C(C=CC1N1C(N(C2=NC=CC=C21)[C@@H]2CN(CC2)CC=2N(C=CN2)C)=O)C2=CC=C(C=C2)C(=O)OC Methyl (S)-3'-hydroxy-4'-(3-(1-((1-methyl-1H-imidazol-2-yl)methyl)pyrrolidin-3-yl)-2-oxo-2,3-dihydro-1H-imidazo[4,5-b]pyridin-1-yl)-[1,1'-biphenyl]-4-carboxylate